4-(5-(cyclopropyl(methyl)amino)-8-fluoro-2-((4-(methylamino)pyridin-2-yl)methoxy)pyrido[4,3-d]pyrimidin-7-yl)-5-ethynyl-6-fluoronaphthalen-2-ol C1(CC1)N(C1=NC(=C(C=2N=C(N=CC21)OCC2=NC=CC(=C2)NC)F)C2=CC(=CC1=CC=C(C(=C21)C#C)F)O)C